CNS(=O)(=O)C(C)C N-methylpropan-2-sulfonamide